N-[[4-(1-amino-1-methyl-ethyl)phenyl]methyl]-3,4-dimethyl-pyrimido[4',5':4,5]thieno[2,3-c]pyridazin-8-amine NC(C)(C)C1=CC=C(C=C1)CNC1=NC=NC2=C1SC=1N=NC(=C(C12)C)C